1-(3-((tert-Butoxycarbonyl)amino)propyl)-5-(2-chloro-4-methylphenyl)-1H-benzo[d]imidazole-7-carboxylic acid methyl ester COC(=O)C1=CC(=CC2=C1N(C=N2)CCCNC(=O)OC(C)(C)C)C2=C(C=C(C=C2)C)Cl